tert-butyl-4-amino-5-(3,3-diethoxyprop-1-yn-1-yl)-7H-pyrrolo[2,3-d]pyrimidine-7-carboxylate C(C)(C)(C)OC(=O)N1C=C(C2=C1N=CN=C2N)C#CC(OCC)OCC